7-bromo-5,8-difluoro-6-methoxyquinazoline-2,4-diol BrC1=C(C(=C2C(=NC(=NC2=C1F)O)O)F)OC